2-methyl-propane-1-sulfonamide CC(CS(=O)(=O)N)C